FC1=C2C(=CNC2=CC=C1)CC1N(CCC1)C 4-fluoro-3-((1-methylpyrrolidin-2-yl)methyl)-1H-indole